C(C1=CC=CC=C1)(=O)N1CCN(CC1)CCCC=1NC(C2=C(C=CC(=C2C1)C)F)=O 3-(3-(4-benzoylpiperazin-1-yl)propyl)-8-fluoro-5-methylisoquinolin-1(2H)-one